CS(=O)(=O)C=1SC2=C(N1)C=CC(=C2)OCCC(=O)NCCOCCOCCOCCOCCOCCOCCOCCOCCC(=O)N 1-(3-((2-(methylsulfonyl)benzo[d]thiazol-6-yl)-oxy)propanamido)-3,6,9,12,15,18,21,24-octaoxaheptacosan-27-amide